C(C1=CC=CC=C1)OC(C(C=C)(F)F)C1=NN=C(O1)C1=C(C=C(C(=N1)NC(CCC=C)(C)C)C(F)(F)F)[N+](=O)[O-] 6-[5-(1-Benzyloxy-2,2-difluoro-but-3-enyl)-1,3,4-oxadiazol-2-yl]-N-(1,1-dimethylpent-4-enyl)-5-nitro-3-(trifluoromethyl)pyridin-2-amine